C(C(=O)C1=CC=CC=C1)[Li] phenacyl-lithium